9,9',9''-(4-(3,4-bis(2,6-diphenylpyrimidin-4-yl)phenyl)pyridine-2,3,6-triyl)tris(3-methyl-9H-carbazole) C1(=CC=CC=C1)C1=NC(=CC(=N1)C=1C=C(C=CC1C1=NC(=NC(=C1)C1=CC=CC=C1)C1=CC=CC=C1)C1=C(C(=NC(=C1)N1C2=CC=CC=C2C=2C=C(C=CC12)C)N1C2=CC=CC=C2C=2C=C(C=CC12)C)N1C2=CC=CC=C2C=2C=C(C=CC12)C)C1=CC=CC=C1